ClC1=CNC=2N=C(N=C(C21)NCC)NC2=C(C=C(C=C2)S(=O)(=O)N2CCOCC2)OC 5-chloro-N4-ethyl-N2-(2-methoxy-4-(morpholinosulfonyl)phenyl)-7H-pyrrolo[2,3-d]pyrimidine-2,4-diamine